2-methyl-3,4-dihydro-1H-isoquinolin-5-amine CN1CC=2C=CC=C(C2CC1)N